N-(4-(cis-bicyclo[3.1.0]hexan-3-yloxy)-3-fluorophenyl)-2-(3,3-diethylazetidin-1-yl)-5-ethyloxazole-4-carboxamide C12CC(CC2C1)OC1=C(C=C(C=C1)NC(=O)C=1N=C(OC1CC)N1CC(C1)(CC)CC)F